C(C)OC1=NC(=NC=C1C(=O)NC=1C=CC=2N(C1)C=C(N2)C)N2CC(CC2)NC 4-ethoxy-2-(3-(methylamino)pyrrolidin-1-yl)-N-(2-methylimidazo[1,2-a]pyridin-6-yl)pyrimidine-5-carboxamide